3-(2-Aminoethyl)-5-fluoro-7-hydroxyquinolin-2(1H)-one trifluoroacetate FC(C(=O)O)(F)F.NCCC=1C(NC2=CC(=CC(=C2C1)F)O)=O